FC=1C=C(C=C(C1)F)S(=O)(=O)N1N=C(C2=CC=CC=C12)C=CC1=CC=CC=C1 ((3,5-difluorophenyl)sulfonyl)-3-styryl-1H-indazole